C(C)(C)(C)OC(NC1CCN(CC1)C1=NC(=C(C(=C1)OCC1=CC=CC=C1)Br)C1=CC(=C(C=C1)C#N)F)=O (1-(4-(benzyloxy)-5-bromo-6-(4-cyano-3-fluorophenyl)pyridin-2-yl)piperidin-4-yl)carbamic acid tert-butyl ester